3-methyltetradecan-1-ol CC(CCO)CCCCCCCCCCC